(S)-N-(1-((5-(tert-butyl)-4-methylthiazol-2-yl)amino)-6-(methylamino)-1-oxohex-3-yl)-3-chloro-5-(5-methyl-1,2,4-oxadiazol-3-yl)benzamide C(C)(C)(C)C1=C(N=C(S1)NC(C[C@H](CCCNC)NC(C1=CC(=CC(=C1)C1=NOC(=N1)C)Cl)=O)=O)C